NON amino ether